4-(4-phenyloxycarbonylaminophenyl)butyric acid C1(=CC=CC=C1)OC(=O)NC1=CC=C(C=C1)CCCC(=O)O